2-azabicyclo[2.2.2]octane-4-carboxylic acid ethyl ester C(C)OC(=O)C12CNC(CC1)CC2